ethyl (3R)-3-methyl-6-(2-((5-(trifluoromethyl)-2-(4-(trifluoromethyl)phenyl)-1H-imidazol-1-yl)methyl)phenoxy)hexanoate C[C@@H](CC(=O)OCC)CCCOC1=C(C=CC=C1)CN1C(=NC=C1C(F)(F)F)C1=CC=C(C=C1)C(F)(F)F